(S,E)-N7-(1-(2-(Bicyclo[1.1.1]pentan-1-ylamino)-2-oxoethyl)-2-oxo-1,2-dihydropyridin-3-yl)-N1-cyclohexyl-6-(1-ethyl-1H-indol-2-carboxamido)hept-2-endiamid C12(CC(C1)C2)NC(CN2C(C(=CC=C2)NC([C@H](CC/C=C/C(=O)NC2CCCCC2)NC(=O)C=2N(C1=CC=CC=C1C2)CC)=O)=O)=O